(3-GLYCIDOXYPROPYL)TRIMETHOXYSILANE C(C1CO1)OCCC[Si](OC)(OC)OC